Ethyl 2-(5-chloropyridin-2-yl)-2,2-difluoroacetate ClC=1C=CC(=NC1)C(C(=O)OCC)(F)F